4-(((1S,2S)-2-((tert-butoxycarbonyl)amino)-cyclohexyl)-(methyl)amino)-4-oxobutanoate C(C)(C)(C)OC(=O)N[C@@H]1[C@H](CCCC1)N(C(CCC(=O)[O-])=O)C